C(C)C1CNCCN1CC 3,4-diethylpiperazine